1-((1S,3aS,3bR,5aR,6R,8aR,8bS,10aS)-6-hydroxy-6,10a-dimethylhexadecahydrodicyclopenta[a,f]naphthalen-1-yl)ethan-1-one O[C@@]1(CC[C@@H]2[C@H]3CC[C@]4([C@H]([C@@H]3CC[C@H]21)CC[C@@H]4C(C)=O)C)C